COC(=O)[C@@H]1CN[C@@H](CC1)C.CC=1N=C(SC1C)[Sn](CCCC)(CCCC)CCCC 4,5-dimethyl-2-(tributylstannyl)thiazole Methyl-(3S,6R)-6-methylpiperidine-3-carboxylate